O=C1NC(CCC1NC1=NC=C(C=N1)C1CCN(CC1)CC(=O)OC(C)(C)C)=O tert-butyl 2-[4-[2-[(2,6-dioxo-3-piperidyl)amino]pyrimidin-5-yl]-1-piperidyl]acetate